methoxy-[2,4'-bipyridine]-2'-amine COC=1C(=NC=CC1)C1=CC(=NC=C1)N